(S)-(4-(5-fluorobenzo[d]oxazol-2-yl)-6,7-dihydro-1H-imidazo[4,5-c]pyridin-5(4H)-yl)(2-(1-methyl-1H-pyrazol-3-yl)-4-(trifluoromethyl)oxazol-5-yl)methanone FC=1C=CC2=C(N=C(O2)[C@H]2N(CCC3=C2N=CN3)C(=O)C3=C(N=C(O3)C3=NN(C=C3)C)C(F)(F)F)C1